C(CC(C)CCC=C(C)C)OC(=O)C1CC(C1)C.C(CCCC=C)[Si](Cl)(Cl)C(C)C 5-hexenyl-isopropyl-dichlorosilane Citronellyl-3-methylcyclobutanecarboxylate